(7Z,10Z,13Z,16Z,19Z)-Docosa-7,10,13,16,19-pentaenoic acid C(CCCCC\C=C/C\C=C/C\C=C/C\C=C/C\C=C/CC)(=O)O